(E)-3-(3,4-dichlorophenyl)-N'-((E)-3-(3-(trifluoromethyl)phenyl)acryloyl)acrylohydrazide ClC=1C=C(C=CC1Cl)/C=C/C(=O)NNC(\C=C\C1=CC(=CC=C1)C(F)(F)F)=O